BrC1=CC=C2C(N(C=3N(C2=C1)C=NN3)COCC[Si](C)(C)C)=O 8-bromo-4-((2-(trimethylsilyl)ethoxy)methyl)-[1,2,4]triazolo[4,3-a]quinazolin-5(4H)-one